BrC1=NC=C(C(=C1)N1C(C=C(C=C1C)O)=O)C 2'-bromo-4-hydroxy-5',6-dimethyl-2H-[1,4'-bipyridyl]-2-one